C(C#C)OCCOCCN1N=C(C=C1)C(=O)OC methyl 1-(2-(2-(prop-2-yn-1-yloxy)ethoxy)ethyl)-1H-pyrazole-3-carboxylate